C(CCCCCCCCC)C(CCCCCCCCCCCCO)C 13-decyltetradecyl alcohol